N-(4-hydroxymethyl-3-methoxyphenyl)3,4,5-tris(octadecyloxy)cyclohexylcarboxamide OCC1=C(C=C(C=C1)NC(=O)C1CC(C(C(C1)OCCCCCCCCCCCCCCCCCC)OCCCCCCCCCCCCCCCCCC)OCCCCCCCCCCCCCCCCCC)OC